C(C1=CC=CC=C1)N1CC(CC1)(C(=O)NC=1C(=NC(=CC1)C)OC(F)F)C1=C(C=CC=C1)Br 1-benzyl-3-(2-bromophenyl)-N-(2-(difluoromethoxy)-6-methylpyridin-3-yl)pyrrolidine-3-carboxamide